C[C@H]1COCCOCCN2C=CC(C3=NN(C=4C=CC(O1)=CC34)C3OCCCC3)=N2 (13S)-13-methyl-19-(oxan-2-yl)-8,11,14-trioxa-5,19,20,23-tetraazatetracyclo[13.5.2.12,5.018,21]tricosa-1(20),2(23),3,15(22),16,18(21)-hexaene